2-Ethyl-5-(piperazin-1-yl)-2,3-dihydro-1,4-benzodioxine C(C)C1COC2=C(O1)C=CC=C2N2CCNCC2